CN1CCC(CC1)NC(C1=NC=CC=C1)=O N-(1-methylpiperidin-4-yl)picolinamide